F[B-](F)(F)F.C(C)(C)(C)[PH+](C1=CC(=CC=C1)CCCC)C(C)(C)C di-(tert-butyl)(3-butylphenyl)phosphonium tetrafluoroborate